1,3-dihydroxypropyl-imidazole bromide [Br-].OC(CCO)C=1NC=CN1